[Si](C)(C)(C(C)(C)C)C1=NC2=CC=CC=C2C(=C1)C1=CC=C(C#N)C=C1 4-(2-(tert-butyldimethylsilyl)quinolin-4-yl)benzonitrile